NC1=CC=C(C=C1)N=NC1=CC=C(C=C1)NC(C(=C)C)=O 4-amino-4'-methacrylamidoazobenzene